3-(4-methyl-3-butenyloxy)benzoic acid ethyl ester C(C)OC(C1=CC(=CC=C1)OCCC=CC)=O